benzimidazolium hydrochloride salt Cl.[NH+]1=CNC2=C1C=CC=C2